FC1=C(OC=2C=CN=C3C=C(C(=NC23)OC)B2OC(C(O2)(C)C)(C)C)C(=CC(=C1)[N+](=O)[O-])F 8-(2,6-difluoro-4-nitrophenoxy)-2-methoxy-3-(4,4,5,5-tetramethyl-1,3,2-dioxaborolan-2-yl)-1,5-naphthyridine